2-(4-bromophenyl)-2-(4-phenylthiophenyl)-[1,3]dioxolane BrC1=CC=C(C=C1)C1(OCCO1)C1=CC=C(C=C1)SC1=CC=CC=C1